C(C=C)ONC(C=1C(O)=CC=CC1)=O O-allyl-salicylhydroxamic acid